NN1C(CN(CCC1)C(=O)OCC1=CC=CC=C1)=O benzyl 4-amino-3-oxo-1,4-diazepane-1-carboxylate